ClC=1C(N(C(=CC1OC([2H])([2H])C1=NC=C(C=C1F)F)C)C1=CC(=NC=C1C)N1N=C(C(=C1)F)C(C)(C)NC(C)=O)=O N-(2-(1-(3-chloro-4-((3,5-difluoropyridin-2-yl)methoxy-d2)-5',6-dimethyl-2-oxo-2H-[1,4'-bipyridyl]-2'-yl)-4-fluoro-1H-pyrazol-3-yl)propan-2-yl)acetamide